FC=1C=CC(=C(C(=O)N(C)C(C)C)C1)N1C=C(C=2C1=CN=CC2)C2CC1C(CN(C1)C[C@@H]1C[C@H](C1)NS(=O)(=O)C)C2 5-fluoro-N-isopropyl-N-methyl-2-(3-(2-((trans-3-(methylsulfonamido)cyclobutyl)methyl)octahydrocyclopenta[c]pyrrol-5-yl)-1H-pyrrolo[2,3-c]pyridin-1-yl)benzamide